1,2-dimethyl-3-phenylaziridine CN1C(C1C1=CC=CC=C1)C